(R)-3-fluoro-1-(4-(4,4,5,5-tetramethyl-1,3,2-dioxaborolan-2-yl)phenyl)pyrrolidine F[C@H]1CN(CC1)C1=CC=C(C=C1)B1OC(C(O1)(C)C)(C)C